CC(C(CCCC)O)O trans-2,3-Heptandiol